Z-5-methoxycarbonyl-2-(4-fluorophenyl)-2-allyl-pentanoic acid COC(=O)CCCC(C(=O)O)(CC=C)C1=CC=C(C=C1)F